(S)-2-(4-bromo-2-ethynylphenoxy)-4-fluorobutyric acid BrC1=CC(=C(O[C@H](C(=O)O)CCF)C=C1)C#C